2-(3-bromo-5-chloro-2-fluorophenyl)piperazine BrC=1C(=C(C=C(C1)Cl)C1NCCNC1)F